FC1(CCC(CC1)CN1N=C(C=C1)[N+](=O)[O-])F 1-((4,4-Difluorocyclohexyl)methyl)-3-nitro-1H-pyrazole